Methyl (1RS,2SR)-2-((2-((5-((4,4-difluorocyclohexyl)amino)pentyl)oxy)-4-methylphenyl)thio)cyclopentane-1-carboxylate FC1(CCC(CC1)NCCCCCOC1=C(C=CC(=C1)C)S[C@@H]1[C@H](CCC1)C(=O)OC)F |r|